CC1=C(C(=CC=C1)C)C1=NC=2NS(C=3C=CC=C(C(N4CC5=CC=CN=C5C(OC(=C1)N2)C4)=O)C3)(=O)=O 12-(2,6-Dimethylphenyl)-15-oxa-8λ6-thia-1,9,11,18,25-pentaazapentacyclo[14.7.1.13,7.110,14.017,22]hexacosa-3,5,7(26),10(25),11,13,17,19,21-nonaene-2,8,8-trione